COC1=CC(=C(C(=O)O)C=C1)NS(=O)(=O)C1=C(C=CC(=C1)C(F)(F)F)N1CCCCC1 4-methoxy-2-(2-(piperidin-1-yl)-5-(trifluoromethyl)phenylsulphonylamino)benzoic acid